ClC=1SC=C(N1)C(C(=O)OCCCCCCCC)(F)F octyl (2-chloro-1,3-thiazol-4-yl)(difluoro)acetate